BrC1=CC=C(C=C1)C[C@H](CC(=O)O)NC(=O)OC(C)(C)C (R)-4-(4-bromophenyl)-3-((tert-butyloxycarbonyl)amino)butyric acid